[N+](=O)([O-])C1=C(C=C(C=C1)C1=CC=C(C=C1)C(F)(F)F)O 4-nitro-4'-(trifluoromethyl)-[1,1'-biphenyl]-3-ol